CC1(OB(OC1(C)C)C=1C=CC2=C(C3=C(O2)C=CC(=C3)N3C2=CC=CC=C2C=2C=CC=CC32)C1)C 9-[8-(4,4,5,5-tetramethyl-1,3,2-dioxaborolan-2-yl)dibenzofuran-2-yl]Carbazole